C(C)(C)NC1=CC(=NC=C1C=1SC(=NN1)C1CCOCC1)C1=CC=C2N1N=CC(=C2)C#N 7-(4-(isopropylamino)-5-(5-(tetrahydro-2H-pyran-4-yl)-1,3,4-thiadiazol-2-yl)pyridin-2-yl)pyrrolo[1,2-b]pyridazine-3-carbonitrile